tert-butyl 4-(5-{2,8-dimethylimidazo[1,2-a]pyrazin-6-yl}pyrazolo[4,3-d][1,3]thiazol-2-yl)piperidine-1-carboxylate CC=1N=C2N(C=C(N=C2C)C=2SC=3C(N2)=CN(N3)C3CCN(CC3)C(=O)OC(C)(C)C)C1